1-(4-bromothien-2-yl)ethane BrC=1C=C(SC1)CC